C1(CC1)CN1C(=CC2=CC(=CC(=C12)C1CCN(CC1)C(COC)=O)F)C1=NN2C(C(=CC(=C2)C(=O)O)OC)=C1C 2-(1-(Cyclopropylmethyl)-5-fluoro-7-(1-(2-methoxyacetyl)piperidin-4-yl)-1H-indol-2-yl)-4-methoxy-3-methylpyrazolo[1,5-a]pyridine-6-carboxylic acid